N1-(2-hydroxyethyl)-N1-((trans-4-(4-methoxy-3-methylphenyl)cyclohexyl)methyl)cyclohexane-1,4-dicarboxamide OCCN(C(=O)C1CCC(CC1)C(=O)N)C[C@@H]1CC[C@H](CC1)C1=CC(=C(C=C1)OC)C